ClC=1C=C(C#N)C=CC1N1CCN(CC1)CC1=CC=C(C=C1)CNC1=CC=CC=2N=NN(C(C21)=O)C2C(NC(CC2)=O)=O 3-chloro-4-(4-(4-(((3-(2,6-dioxopiperidin-3-yl)-4-oxo-3,4-dihydrobenzo[d][1,2,3]triazin-5-yl)amino)methyl)benzyl)piperazin-1-yl)benzonitrile